tert-butyl (R)-(1-(2-amino-6-(5-chloro-1-methyl-1H-pyrazol-4-yl)pyrimidin-4-yl)pyrrolidin-3-yl)(methyl)carbamate NC1=NC(=CC(=N1)N1C[C@@H](CC1)N(C(OC(C)(C)C)=O)C)C=1C=NN(C1Cl)C